cis-(3aR,9bR)-7-[2-((Z)-3-diethylaminoprop-1-enyl)-4-fluoro-benzenesulfonylamino]-1,3a,4,9b-tetrahydro-2H-furo[2,3-c]chromene-6-carboxylic acid C(C)N(C\C=C/C1=C(C=CC(=C1)F)S(=O)(=O)NC1=CC=C2[C@@H]3[C@H](COC2=C1C(=O)O)OCC3)CC